FC=1C=CC(=C2C=C(N(C12)CCNC1=NC=NC(=C1)C1=CC=C(C=C1)OCCO)C#N)OC 7-Fluoro-1-(2-{6-[4-(2-hydroxy-ethoxy)-phenyl]-pyrimidin-4-ylamino}-ethyl)-4-methoxy-1H-indole-2-carbonitrile